BrC1=NC(=CC(=C1OCOC)OC(CO[Si](C)(C)C(C)(C)C)C(C)C)I 2-bromo-4-((1-((tert-butyldimethylsilyl)oxy)-3-methylbutan-2-yl)oxy)-6-iodo-3-(methoxymethoxy)pyridine